BrC=1N=C(C=2N(C(C(=C(N2)OCOC)C)=O)C1)SC 7-bromo-2-(methoxymethoxy)-3-methyl-9-(methylthio)-4H-pyrazino[1,2-a]pyrimidin-4-one